CC(C(C(CCC=O)=O)=O)C(C(C=O)CC1=CC=CC=C1)OC(C(C)C)=O.CC1(CCNCC1)C1=NOC(=C1)C(C)C 4-methyl-4-[5-(propan-2-yl)-1,2-oxazol-3-yl]piperidine 6-methyl-4,9-dioxo-8-(phenylmethyl)-1,5-dioxononan-7-yl-2-methylpropionate